NCC=1C=C(C=CC1)C1=CC=CC(=C1)N1CC2(C1)CCCCC2 3'-(aminomethyl)-5-(2-azaspiro[3.5]nonan-2-yl)-[1,1'-biphenyl]